CC(C(=O)OCC1=C(C=CC=C1)F)=C (2-fluorophenyl)methyl 2-methylprop-2-enoate